(R)-2-ethyl-1-(methyl)piperazine hydrochloride Cl.C(C)[C@H]1N(CCNC1)C